COC1=C(C=C(C(=N1)N1CCC(CC1)C=1NC(OC=CC1)=O)C=C)[N+](=O)[O-] (1-(6-methoxy-5-nitro-3-vinylpyridin-2-yl)piperidin-4-yl)-1,3-oxazepin-2-one